(R)-1-[(4-chlorophenyl)benzyl]piperazine ClC1=CC=C(C=C1)[C@@H](C1=CC=CC=C1)N1CCNCC1